FC(C(=O)O)(F)F.N[C@H]1CN(CCC1)C(=O)C1=CC=2N(C=C1)C(=C(N2)C=2N(C1=CC=CC=C1C2)CC=2C=NC=NC2)C (R)-(3-Aminopiperidin-1-yl)(3-methyl-2-(1-(pyrimidin-5-ylmethyl)-1H-indol-2-yl)imidazo[1,2-a]pyridin-7-yl)methanone trifluoroacetate salt